7-fluoro-2,6-dimethyl-indazol-5-amine FC1=C(C(=CC2=CN(N=C12)C)N)C